2-methylpropan-2-yl ({2-[(2-bromoethyl)oxy]ethyl}amino)formate BrCCOCCNC(=O)OC(C)(C)C